FC=1C=NC(=NC1)N1CCC(CC1)(C(=O)N1CCOC2=C(C1)C=CC=C2C#N)C 4-[1-(5-fluoropyrimidin-2-yl)-4-methyl-piperidine-4-carbonyl]-3,5-dihydro-2H-1,4-benzoxazepine-9-carbonitrile